ClC=1C(=C2C(=NC1COC)CN(C2)C(=O)[C@H]2CN(CC2)C=2C=NC=NC2)C [3-chloro-2-(methoxymethyl)-4-methyl-5,7-dihydropyrrolo[3,4-b]pyridin-6-yl]-[(3R)-1-pyrimidin-5-ylpyrrolidin-3-yl]methanone